ClC1=CC2=C(C=N1)C(=NN2CC2(CCCC2)CO)C#CC2CN(C2)C (1-((6-chloro-3-((1-methyl-azetidin-3-yl)ethynyl)-1H-pyrazolo[4,3-c]pyridin-1-yl)methyl)cyclopentyl)methanol